9-(3-hydroxy-3-methylcyclobutyl)-7-methyl-2-(methylthio)-7,9-dihydro-8H-purin-8-one OC1(CC(C1)N1C2=NC(=NC=C2N(C1=O)C)SC)C